COC=1C=C(C=CC1F)C1=NN2C(N=CC(=C2)C(=O)C2=C(C=CC(=C2)[N+](=O)[O-])O)=C1 (2-(3-methoxy-4-fluorophenyl)pyrazolo[1,5-a]pyrimidin-6-yl)(2-hydroxy-5-nitrophenyl)methanone